CN(CCCN)C [3-(dimethylamino)propyl]amine